N-(1-phenylethyl)-p-toluenesulfonamide C1(=CC=CC=C1)C(C)NS(=O)(=O)C1=CC=C(C)C=C1